3,3-Difluoro-4-(5-methylpyrazol-1-yl)piperidine FC1(CNCCC1N1N=CC=C1C)F